N-ethyl-N-(3-sulfopropyl)-3-methoxyaniline sodium salt monohydrate CCN(CCCS(=O)(=O)O)C1=CC(=CC=C1)OC.[Na]